O=C1N(C[C@@H](C1)CCC)[C@H](C(=O)N)CC (2S)-2-[(4R)-2-oxo-4-propyl-1-pyrrolidinyl]butanamide